COC=1C=CC2=C(C=C(O2)C(=O)N[C@H](C(=O)O)CC2=NC=CC=C2)C1 (2S)-2-[(5-methoxy-1-benzofuran-2-carbonyl)amino]-3-pyridin-2-ylpropanoic acid